3-((1-(2-methoxy-6-methylpyridin-3-yl)-5-methyl-4-nitro-1H-pyrazol-3-yl)oxy)propan-1-ol COC1=NC(=CC=C1N1N=C(C(=C1C)[N+](=O)[O-])OCCCO)C